diphenylphosphinyloxyaluminum C1(=CC=CC=C1)P(=O)(O[Al])C1=CC=CC=C1